[Li+].[N-](S(=O)(=O)C(F)(F)F)S(=O)(=O)C(F)(F)F trifluoromethanesulfonimide lithium